CC1([C@H]2CN([C@@H]([C@@H]12)C(=O)N[C@@H](CC1C(NCC1)=O)C(COC(F)(F)F)=O)C([C@@H](CC(F)(F)F)O)=O)C (1R,2S,5S)-6,6-dimethyl-N-((2S)-3-oxo-1-(2-oxopyrrolidin-3-yl)-4-(trifluoromethoxy)butan-2-yl)-3-((R)-4,4,4-trifluoro-2-hydroxybutanoyl)-3-azabicyclo[3.1.0]hexane-2-carboxamide